(S)-5-(6-(3-aminoprop-1-yn-1-yl)pyridin-3-yl)-N-(7-(2-(4-(4-chlorophenyl)-2,3,9-trimethyl-6H-thieno[3,2-f][1,2,4]triazolo[4,3-a][1,4]diazepin-6-yl)acetamido)heptyl)furan-2-carboxamide NCC#CC1=CC=C(C=N1)C1=CC=C(O1)C(=O)NCCCCCCCNC(C[C@H]1C=2N(C3=C(C(=N1)C1=CC=C(C=C1)Cl)C(=C(S3)C)C)C(=NN2)C)=O